2-chloro-8-bromoquinazoline ClC1=NC2=C(C=CC=C2C=N1)Br